trihexyl(tetradecyl)phosphonium bis(2-ethyl-hexyl)phosphate C(C)C(COP(=O)(OCC(CCCC)CC)[O-])CCCC.C(CCCCC)[P+](CCCCCCCCCCCCCC)(CCCCCC)CCCCCC